CC1=C(C(=O)OC2=C(C=C(C=C2)C)OCC)C=CC=C1 2-ethoxy-4-methylphenyl 2-methylbenzoate